BrC=1C=C(C(=O)OC)C=CC1 methyl 3-bromobenzoate